C(CCC)OCCOCCOCCO 2-(2-(2-butoxyethoxy)ethoxy)ethanol